(R)-4-(1-(2,4-dimethoxybenzyl)-4-(1-(methylsulfonyl)cyclopropyl)-2H-pyrazolo[3,4-b]pyridin-6-yl)-3-methylmorpholine COC1=C(CN2NCC=3C2=NC(=CC3C3(CC3)S(=O)(=O)C)N3[C@@H](COCC3)C)C=CC(=C1)OC